6-(Cyclopropanecarboxamido)-4-((4-methoxy-1-methyl-5-(2,2,2-trifluoro-1-hydroxyethyl)-1H-indazol-3-yl)amino)-N-(methyl-d3)nicotinamide C1(CC1)C(=O)NC1=NC=C(C(=O)NC([2H])([2H])[2H])C(=C1)NC1=NN(C2=CC=C(C(=C12)OC)C(C(F)(F)F)O)C